4-((S)-4-acryloyl-2-methylpiperazin-1-yl)-7-(2-amino-5,6-difluoro-3-methylphenyl)-6-chloro-1-(2-isopropyl-4-(methylsulfanyl)pyridin-3-yl)pyrido[2,3-d]pyrimidin-2(1H)-one C(C=C)(=O)N1C[C@@H](N(CC1)C=1C2=C(N(C(N1)=O)C=1C(=NC=CC1SC)C(C)C)N=C(C(=C2)Cl)C2=C(C(=CC(=C2F)F)C)N)C